OC=1C=C(C=CC1O)CCC(CC(C=CC1=CC(=C(C=C1)O)OC)=O)=O (3,4-dihydroxyphenyl)-7-(4-hydroxy-3-methoxyphenyl)-6-hepten-3,5-dione